(R)-2-(6-((1-(2-Hydroxy-2-methylpropyl)piperidin-3-yl)amino)pyridazin-3-yl)-3-methyl-5-(trifluoromethyl)phenol OC(CN1C[C@@H](CCC1)NC1=CC=C(N=N1)C1=C(C=C(C=C1C)C(F)(F)F)O)(C)C